[6-[2,3-difluoro-4-[4-(4-propylcyclohexyl)cyclohexyl]phenyl]-2-fluoro-3-(trifluoromethoxy)phenyl] trifluoromethanesulfonate FC(S(=O)(=O)OC1=C(C(=CC=C1C1=C(C(=C(C=C1)C1CCC(CC1)C1CCC(CC1)CCC)F)F)OC(F)(F)F)F)(F)F